N1(CCNCC1)C(=O)O[C@H]1CC[C@@]2([C@H]3C[C@H]([C@@]4([C@H](CC[C@@]4([C@@H]3CC[C@@H]2C1)O)C=1COC(C1)=O)C)O)C (3S,5R,8R,9S,10S,12R,13S,14S,17R)-12,14-dihydroxy-10,13-dimethyl-17-(5-oxo-2,5-dihydrofuran-3-yl)hexadecahydro-1H-cyclopenta[a]phenanthren-3-yl piperazine-1-carboxylate